FC(C1=CC(=C(C(=O)O)C=C1)NC1=C(C=C(C=C1)F)C(C)C)F 4-(difluoromethyl)-2-((4-fluoro-2-isopropylphenyl)amino)benzoic acid